dihydrocoumaroyl-coa C(\C=C\C1CC=C(C=C1)O)(=O)SCCNC(CCNC([C@@H](C(COP(OP(OC[C@@H]1[C@H]([C@H]([C@@H](O1)N1C=NC=2C(N)=NC=NC12)O)OP(=O)(O)O)(=O)O)(=O)O)(C)C)O)=O)=O